butyl oct-7-ynoate C(CCCCCC#C)(=O)OCCCC